6-[4-(fluoromethyl)phenyl]-N-[(2S)-1-hydroxyprop-2-yl]-2-(1-methyl-1H-pyrazol-4-yl)-3-oxo-2,3-dihydropyridazine-4-carboxamide FCC1=CC=C(C=C1)C=1C=C(C(N(N1)C=1C=NN(C1)C)=O)C(=O)N[C@H](CO)C